C[C@@H]1CN(CCN1C)[C@H]1CN(CC1)C(=O)OC(C)(C)C tert-Butyl (R)-3-((R)-3,4-dimethylpiperazin-1-yl)pyrrolidine-1-carboxylate